2-benzyl-N,N-dimethyl-aziridine-1-sulfonamide C(C1=CC=CC=C1)C1N(C1)S(=O)(=O)N(C)C